(2S,4R)-4-hydroxypyrrolidine-2-carboxylic acid tert-butyl ester C(C)(C)(C)OC(=O)[C@H]1NC[C@@H](C1)O